BrC1=C(C(=C(C=C1OCC)\C=N\S(=O)C(C)(C)C)C)OCC N-[(E)-(4-bromo-3,5-diethoxy-2-methylphenyl)methylene]-2-methylpropane-2-sulfinamide